1-(5-chloropentan-2-yl)pyrrolidine hydrochloride Cl.ClCCCC(C)N1CCCC1